ClC1=CC=C(C=C1)[C@@]1(N(C(C2=CC(=CC(=C12)F)C(=O)C=1C=NN(C1)C)=O)CC1=NC=C(C=C1F)F)OCC1(CC1)O (R)-3-(4-chlorophenyl)-2-((3,5-difluoropyridin-2-yl)methyl)-4-fluoro-3-((1-hydroxycyclopropyl)methoxy)-6-(1-methyl-1H-pyrazole-4-carbonyl)isoindolin-1-one